(±)-tert-butyl 3-((2-(trifluoromethyl)benzyl)oxy)pyrrolidine-1-carboxylate FC(C1=C(CO[C@H]2CN(CC2)C(=O)OC(C)(C)C)C=CC=C1)(F)F |r|